CC=1C=C(SC1)C(=O)C1[C@H]2CN(C[C@@H]12)C(=O)OC(C)(C)C tert-butyl (1R,5S,6r)-6-[(4-methyl-2-thienyl)carbonyl]-3-azabicyclo[3.1.0]hexane-3-carboxylate